tris(isocyanatopropane-yl)-methylbenzene N(=C=O)CCCC1=C(C(=C(C=C1)C)CCCN=C=O)CCCN=C=O